(14-bromo-3,6,9,12-tetraoxatetradecyl)carbamic acid tert-butyl ester C(C)(C)(C)OC(NCCOCCOCCOCCOCCBr)=O